(2-((4-(dimethylamino)butyryl)oxy)propane-1,3-diyl)dipentaerythritol CN(CCCC(=O)OC(CC(O)C(CO)(CO)CO)CC(O)C(CO)(CO)CO)C